CN1CCN(CC1)CC1=CC=C(C=C1)C=1C=C2C(=NC1)NC=C2C2=CC=C(C=C2)C(C)=O 1-(4-(5-(4-((4-methylpiperazin-1-yl)methyl)phenyl)-1H-pyrrolo[2,3-b]pyridin-3-yl)phenyl)ethan-1-one